3-methyl-6,7-dihydropyrazolo[1,5-a]pyridin-4(5H)-one CC=1C=NN2C1C(CCC2)=O